(S)-3-fluoropyrrolidine F[C@@H]1CNCC1